ClC1=C2N=C(N(C2=NC=N1)C1OCCCC1)OC 6-chloro-8-methoxy-9-(tetrahydro-2H-pyran-2-yl)-9H-purine